FC(C(=O)O)(F)F.C(C)OC(=O)C1CCC(CC1)N1CCC(CC1)C(=O)O 1-(4-(Ethoxycarbonyl)cyclohexyl)piperidine-4-carboxylic acid, Trifluoroacetic acid salt